The molecule is a carbamate ester that is methyl 1H-benzimidazol-2-ylcarbamate substituted by a propylsulfanyl group at position 5. It is commonly used in the treatment of parasitic worm infestations. It has a role as a tubulin modulator, a microtubule-destabilising agent and an anthelminthic drug. It is a carbamate ester, a benzimidazolylcarbamate fungicide, an aryl sulfide and a member of benzimidazoles. CCCSC1=CC2=C(C=C1)N=C(N2)NC(=O)OC